ClC1=C(C=CC(=C1)Cl)C1(OC2=C(O1)C=CC=C2C2CCN(CC2)CC2=NC=C(C=C2CC2(CC2)C#N)C2=NOC(=N2)C(F)(F)F)C 1-((2-((4-(2-(2,4-dichlorophenyl)-2-methylbenzo[d][1,3]dioxol-4-yl)piperidin-1-yl)methyl)-5-(5-(trifluoromethyl)-1,2,4-oxadiazol-3-yl)pyridin-3-yl)methyl)cyclopropane-1-carbonitrile